4-[(1R)-2-[(5-Chloropyridin-2-yl)methyl]-1-({1-[hydroxy(2H2)methyl]cyclopropyl}(2H2)methoxy)-5-(2-hydroxypropan-2-yl)-3-oxo-2,3-dihydro-1H-isoindol-1-yl]benzonitril ClC=1C=CC(=NC1)CN1[C@@](C2=CC=C(C=C2C1=O)C(C)(C)O)(OC([2H])([2H])C1(CC1)C([2H])([2H])O)C1=CC=C(C#N)C=C1